1-(3-(tert-butyl)-1-phenyl-1H-pyrazol-5-yl)-3-(2-fluoro-4-((2-methyl-4-oxo-3,4-dihydropyrido[3,2-d]pyrimidin-8-yl)oxy)phenyl)urea C(C)(C)(C)C1=NN(C(=C1)NC(=O)NC1=C(C=C(C=C1)OC1=CC=NC2=C1N=C(NC2=O)C)F)C2=CC=CC=C2